C1(CC1)C(C(=O)O)=O 2-cyclopropyl-2-oxoacetic acid